(R)-N-Methyl-1,2,3,4,4a,5-hexahydro-7H-pyrazino[2,1-c]pyrido[3,2-e][1,4]oxazepine-9-carboxamide CNC(=O)C=1C=CC=2N3[C@@H](COCC2N1)CNCC3